FC1=CC=C(C=C1)C(C(C)N([C@@H](C)C(=O)[O-])C(C1=NC=CC(=C1OC(C)=O)OC)=O)C1=CC=C(C=C1)F (S)-1,1-bis(4-fluorophenyl)propan-2-yl(3-acetoxy-4-methoxypicolinoyl)-L-alaninate